C(C)(C)(C)OC(=O)N1[C@@H]2[C@@H]([C@@H](C[C@H]1CC2)N(C2CC2)C=2N=NC(=CC2)Cl)F |r| rac-(1S,2R,3R,5R)-3-((6-chloropyridazin-3-yl)(cyclopropyl)amino)-2-fluoro-8-azabicyclo[3.2.1]octane-8-carboxylic acid tert-butyl ester